N'-(4-fluorobenzylidene)benzohydrazide sodium [Na].FC1=CC=C(C=NNC(C2=CC=CC=C2)=O)C=C1